methyl 3-(3-(1-(2-(2-fluoro-5-((6-fluoro-4-methyl-1H-indol-5-yl)oxy)phenyl)-1H-imidazol-5-yl)-1-hydroxyethyl)phenyl)propanoate FC1=C(C=C(C=C1)OC=1C(=C2C=CNC2=CC1F)C)C=1NC(=CN1)C(C)(O)C=1C=C(C=CC1)CCC(=O)OC